1-(([1,2,4]triazolo[1,5-a]pyridin-6-yloxy)methyl)-2-oxabicyclo[2.1.1]hexan N=1C=NN2C1C=CC(=C2)OCC21OCC(C2)C1